BrC=1C=CC2=C(C(C(O2)=CC=2OC(=CC2)C2=CC(=CC=C2)Cl)=O)C1 5-Bromo-2-[[5-(3-chlorophenyl)-2-furanyl]methylene]-3(2H)-benzofuranone